OCC=1C(=NC=CC1C=1C=C(C(N(C1)C)=O)C1(CC1)C(=O)N)N1C(C2=CC=C(C=C2CC1)OC(F)(F)F)=O [5-[3-(hydroxymethyl)-2-[1-oxo-6-(trifluoromethoxy)-3,4-dihydroisoquinolin-2-yl]-4-pyridinyl]-1-methyl-2-oxo-3-pyridinyl]Cyclopropanecarboxamide